1-(5-(trifluoromethyl)pyrazin-2-yl)ethanone FC(C=1N=CC(=NC1)C(C)=O)(F)F